BrC=1C=C2C(C=C(OC2=CC1)\C=C\C1=C(C=CC=2OCOCC21)Br)=O (E)-6-bromo-2-[(2-(6-bromobenzo[d][1,3]dioxan-5-yl)vinyl)]-4H-chromen-4-one